2-((1-((1,1-bis(4-methoxyphenyl)propan-2-yl)amino)-1-oxopropan-2-yl)carbamoyl)-4-methoxypyridin-3-yl isobutyrate C(C(C)C)(=O)OC=1C(=NC=CC1OC)C(NC(C(=O)NC(C(C1=CC=C(C=C1)OC)C1=CC=C(C=C1)OC)C)C)=O